S(=O)(=O)(ON1[C@@H]2CC[C@H](N(C1=O)C2)C(NC(=O)C2CC(CC2)N(C)C)=N)O (2S,5R)-2-(N-(3-(dimethylamino) cyclopentane-1-carbonyl) carbamimidoyl)-7-oxo-1,6-diazabicyclo[3.2.1]octan-6-yl hydrogen sulfate